1-(4-boronobenzyl)-1H-benzo[d]imidazole-5-carboxylic acid B(O)(O)C1=CC=C(CN2C=NC3=C2C=CC(=C3)C(=O)O)C=C1